FC=1C=C(C=C(C1)C)C1OC1 (3-fluoro-5-methyl-phenyl)oxirane